C(C)(=O)[C@@H]1C([C@H]1C(=O)O)(C)C trans-L-3-acetyl-2,2-dimethylcyclopropanecarboxylic acid